5-((2R,7R)-2-(hydroxymethyl)-7-methyl-1,4-oxazepan-4-yl)quinoline-8-carbonitrile OC[C@@H]1O[C@@H](CCN(C1)C1=C2C=CC=NC2=C(C=C1)C#N)C